1-propyl-1-ethylpyrrolidinium C(CC)[N+]1(CCCC1)CC